[C@H]1([C@H](O)[C@@H](O)[C@H](O)[C@H](O1)CO)O[C@H]([C@H](C=O)O)[C@H](O)[C@H](O)CO 3-O-α-glucosylglucose